COC=1C=C(C(=O)NC)C=C(C1)N(CCNC(C)C)C=1C=C2N=C(C=NC2=CC1)C=1C=NN(C1)C 3-Methoxy-N-methyl-5-[[3-(1-methylpyrazol-4-yl)quinoxalin-6-yl]-[2-(propan-2-ylamino)ethyl]amino]benzamide